O1CC2=C3C(OCCOB13)=CC(=C2)NC2=NC=C(C(=N2)N[C@H]2[C@@H](CCC2)C#N)C (trans)-2-((2-((7,8-dihydro-2H-1,6,9-trioxa-9a-borabenzo[cd]azulen-4-yl)amino)-5-methylpyrimidin-4-yl)amino)cyclopentanecarbonitrile